[Br-].C(CCC)P(CC1OCCO1)(CCCC)CCCC tributyl-(1,3-dioxolan-2-ylmethyl)-phosphine bromide